Cl.N[C@@H]1CN(CCC1)C1=CC(=NC=C1C=1C=NN(C1)C1CCOCC1)NC1=NC(=NC=C1)C1=C(C=CC=C1OC)F (S)-N-(4-(3-aminopiperidin-1-yl)-5-(1-(tetrahydro-2H-pyran-4-yl)-1H-pyrazol-4-yl)pyridin-2-yl)-2-(2-fluoro-6-methoxyphenyl)pyrimidin-4-amine hydrochloride